1,2,3,4-Tetrahydrocyclopenta[b]indole-2-carboxylic acid C1C(CC=2NC=3C=CC=CC3C21)C(=O)O